O1CC=C(C=C1)C(=O)[O-] 2H-pyran-4-carboxylate